N-(2,3-dichlorobenzyl)-5-fluoro-8-hydroxy-5,6,7,8-tetra-hydroquinoline-5-carboxamide ClC1=C(CNC(=O)C2(C=3C=CC=NC3C(CC2)O)F)C=CC=C1Cl